CN(C)CCCN1N(N(CCC1)CCCN(C)C)CCCN(C)C N,N',N''-tris-(dimethylaminopropyl)-hexahydrotriazine